2-(4-Methylbenzylidene)-malonic acid diethyl ester C(C)OC(C(C(=O)OCC)=CC1=CC=C(C=C1)C)=O